1-methyl-5-(3-(4,4,5,5-tetramethyl-1,3,2-dioxaborolan-2-yl)phenyl)-1H-1,2,4-triazole CN1N=CN=C1C1=CC(=CC=C1)B1OC(C(O1)(C)C)(C)C